Cl.CNCC[C@@H](OC1=CC=CC=2OCOC21)C2=CC=CC=C2 (R)-N-methyl-3-phenyl-3-[(benzo[d][1,3]-dioxol-4-yl)oxy]propanamine hydrochloride